(R)-9-(2-amino-6-((1,1,1-trifluoropropan-2-yl)oxy)pyrimidin-4-yl)-1-(3,4-difluorophenyl)-3-oxa-1,9-diazaspiro[5.5]undecan NC1=NC(=CC(=N1)N1CCC2(CCOCN2C2=CC(=C(C=C2)F)F)CC1)O[C@@H](C(F)(F)F)C